O(C)C=1C=NC=NC1Cl 5-methoxyl-6-chloropyrimidine